tert-butyl 2-(5-fluoro-2-(3-(1-methylimidazo[1,5-a]pyridine-3-carboxamido)-4-(piperidin-1-yl)benzamido)phenyl)acetate FC=1C=CC(=C(C1)CC(=O)OC(C)(C)C)NC(C1=CC(=C(C=C1)N1CCCCC1)NC(=O)C1=NC(=C2N1C=CC=C2)C)=O